COC(C(=O)OC)C(=O)OC dimethyl 2-methoxy-malonate